oxospiro[cyclopropane-1,3'-indole]-1'-carboxylate O=C1CC12CN(C1=CC=CC=C21)C(=O)[O-]